potassium tert-amoxide CCC(C)(C)[O-].[K+]